C(C1=CC=CC=C1)(=O)OCCC1CCN(CC1)S(=O)(=O)C=1C=CC(=C(C(=O)O)C1)OCC 5-((4-(2-(Benzoyloxy)ethyl)piperidin-1-yl)sulfonyl)-2-ethoxybenzoic acid